ClC1=CC=C2C(=C(NC2=C1Cl)CNC(=O)C1COC1)C=1C=NNC1 N-[[6,7-dichloro-3-(1H-pyrazol-4-yl)-1H-indol-2-yl]methyl]oxetane-3-carboxamide